(2R)-2-[6-{5-chloro-2-{[(1S,3S)-3-hydroxycyclopentyl]amino}pyrimidin-4-yl}-1-oxo-2,3-dihydro-1H-isoindol-2-yl]-N-[(1S)-2-hydroxy-1-(3-methoxyphenyl)ethyl]propionamide ClC=1C(=NC(=NC1)N[C@@H]1C[C@H](CC1)O)C1=CC=C2CN(C(C2=C1)=O)[C@@H](C(=O)N[C@H](CO)C1=CC(=CC=C1)OC)C